BrC1=C(C=CC=C1)C1=C(C=CC=C1OC)OC 2'-bromo-2,6-dimethoxybiphenyl